tert-butyl (1-(6-(3-cyano-4-fluorophenyl)-2-morpholinothiazolo[4,5-b]pyridin-5-yl)-2-(3,5-difluorophenyl)ethyl)carbamate C(#N)C=1C=C(C=CC1F)C=1C=C2C(=NC1C(CC1=CC(=CC(=C1)F)F)NC(OC(C)(C)C)=O)N=C(S2)N2CCOCC2